C1=CC=CC(=C1)S(=O)(=O)N 5-benzenesulfonamide